2-(4-aminopiperidin-1-yl)-9-isopropyl-N-({2-[3-(piperidin-4-ylamino)pyrazol-1-yl]phenyl}methyl)purin-6-amine trifluoroacetic acid salt FC(C(=O)O)(F)F.NC1CCN(CC1)C1=NC(=C2N=CN(C2=N1)C(C)C)NCC1=C(C=CC=C1)N1N=C(C=C1)NC1CCNCC1